(4-ethoxy-2,3-difluorophenyl)boric acid C(C)OC1=C(C(=C(C=C1)OB(O)O)F)F